3-[3-(2-chloro-6-methyl-4-pyridyl)-5-[(3S)-3-(1-hydroxy-1-methyl-ethyl)piperazin-1-yl]pyrazolo[1,5-a]pyrimidin-2-yl]benzonitrile ClC1=NC(=CC(=C1)C=1C(=NN2C1N=C(C=C2)N2C[C@H](NCC2)C(C)(C)O)C=2C=C(C#N)C=CC2)C